5-(3-(1,3-dioxolan-2-yl)-4-((4-methoxybenzyl)oxy)phenyl)-N-(2-methoxy-4-(4-(4-methylpiperazin-1-yl)piperidin-1-yl)phenyl)pyrimidin-2-amine O1C(OCC1)C=1C=C(C=CC1OCC1=CC=C(C=C1)OC)C=1C=NC(=NC1)NC1=C(C=C(C=C1)N1CCC(CC1)N1CCN(CC1)C)OC